ClC1=C(C(=NC=C1)B(O)O)OC 4-CHLORO-3-METHOXYPYRIDINE-2-BORONIC ACID